C1[C@@H]([C@@H](C2=CC=CC=C21)N)O (1R,2S)-aminoindanol